(11C)methyl (1S,3S)-3-((2-bromo-4-methylpyrimidin-5-yl)oxy)cyclohexane-1-carboxylate BrC1=NC=C(C(=N1)C)O[C@@H]1C[C@H](CCC1)C(=O)O[11CH3]